(4-Bromo-2-methylphenyl)carbamic acid tert-butyl ester C(C)(C)(C)OC(NC1=C(C=C(C=C1)Br)C)=O